8-bromo-3,5-dihydro-2H-4,1λ4-benzoxathiepin 1-oxide BrC1=CC2=C(COCCS2=O)C=C1